C(C)(C)(C)C=1C=2N(N=CC1C(=O)N[C@H]1CCOC3=C1C=CC=C3)C(=C(C2)C)N2CCCCC2 4-tert-butyl-N-[(4S)-3,4-dihydro-2H-1-benzopyran-4-yl]-6-methyl-7-(piperidin-1-yl)pyrrolo[1,2-b]pyridazine-3-carboxamide